NC=1C=2N(C=CN1)C(=NC2Cl)C(C)C=2C(=C(C(=C(C2)Cl)F)C=2C=CC(=NC2)C(=O)N(C)C)OCC 5-(3-(1-(8-amino-1-chloroimidazo[1,5-a]pyrazin-3-yl)ethyl)-5-chloro-2-ethoxy-6-fluorophenyl)-N,N-dimethylpyridine-2-carboxamide